lithium boron salt [B].[Li]